(S)-2-((4-(6-((4-isobutyryl-2-methoxybenzyl)oxy)pyridin-2-yl)piperidin-1-yl)methyl)-1-(oxetan-2-ylmethyl)-1H-benzo[d]imidazole-6-carboxylic acid C(C(C)C)(=O)C1=CC(=C(COC2=CC=CC(=N2)C2CCN(CC2)CC2=NC3=C(N2C[C@H]2OCC2)C=C(C=C3)C(=O)O)C=C1)OC